C(C)(C)(C)OC(C(CCN1N(CC2C1C(CN2C(=O)OC(C)(C)C)(F)F)C(=O)OC(C)(C)C)(C)C)=O di-tert-butyl 1-(4-(tert-butoxy)-3,3-dimethyl-4-oxobutyl)-6,6-difluorohexahydropyrrolo[3,2-c]pyrazole-2,4-dicarboxylate